C(C)(C)(C)P(C(C)(C)C)C1=C(C=CC=C1)C1=C(C=C(C=C1C(C)C)C(C)C)C(C)C di-tert-butylphosphino-2',4',6'-triisopropylbiphenyl